Acetonide [CH2-]C(=O)C